C[C@H]1COCCN1C1=C(C=NC=C1)NC(=O)C=1C=2N(N=CC1)C=C(N2)C2=CC=CC=C2 (S)-N-(4-(3-methylmorpholino)pyridin-3-yl)-2-phenylimidazo[1,2-b]pyridazine-8-carboxamide